D-glycero-D-mannoheptose O=C[C@@H](O)[C@@H](O)[C@H](O)[C@H](O)[C@H](O)CO